2-(naphthalene-1-yl-(trimethyl)methyl)-1H-indene-1,3(2H)-dione C1(=CC=CC2=CC=CC=C12)CC(C1C(C2=CC=CC=C2C1=O)=O)(C)C